FC=1CC(C=CC1)(C=1C=NNC1)NC1=NC(=NC=C1)C1=CC=C2C=C(NC2=C1)C=1SC=CN1 N-(3-fluoro-1-(1H-pyrazol-4-yl)phenyl)-2-(2-(thiazol-2-yl)-1H-indol-6-yl)pyrimidin-4-amine